5,8,11,14,17,20,23,26,29,32-decaoxa-2-aza-tetratriacontan-34-yl carbamate C(N)(OCCOCCOCCOCCOCCOCCOCCOCCOCCOCCOCCNC)=O